NC1C(=O)OCC1 amino-γ-butyrolactone